CCCCCCCCC(CCCCCCCC)OC(CCCCCN(CCCN(CCO)CCCCCC(=O)OC(CCCCCCCC)CCCCCCCC)CCO)=O 6,6'-(propane-1,3-diyl-bis((2-hydroxyethyl)azanediyl))dihexanoic acid di(heptadecan-9-yl) ester